(2S,3S)-1-(tert-Butoxycarbonyl)-7-fluoroindoline-2,3-dicarboxylic acid C(C)(C)(C)OC(=O)N1[C@@H]([C@H](C2=CC=CC(=C12)F)C(=O)O)C(=O)O